[6-(dimethylamino)-3-pyridyl]Boric acid CN(C1=CC=C(C=N1)OB(O)O)C